4-(Dimethylamino)-9-(β-D-ribofuranosyl)-9H-pyrido[2',3':4,5]pyrrolo[2,3-d]pyrimidine CN(C=1C2=C(N=CN1)N(C1=C2N=CC=C1)[C@H]1[C@H](O)[C@H](O)[C@H](O1)CO)C